Methyl 3-(N-(1-cyclopropylethyl)-2-chloro isonicotinamido)-2-fluorobenzoate C1(CC1)C(C)N(C(C1=CC(=NC=C1)Cl)=O)C=1C(=C(C(=O)OC)C=CC1)F